COC(CCCC)(OC)OC 1,1,1-trimethoxypentane